(2R)-3-methoxy-N-(3-{2-[(3-methoxy-1-methyl-1H-pyrazol-4-yl)amino]-5-methylpyrimidin-4-yl}-1H-indol-7-yl)-2-(4-methylpiperazin-1-yl)propanamide COC[C@H](C(=O)NC=1C=CC=C2C(=CNC12)C1=NC(=NC=C1C)NC=1C(=NN(C1)C)OC)N1CCN(CC1)C